α-D-Glucopyranosyl-(1→3)-β-D-galactopyranosyl-(1→2)-L-rhamnose [C@H]1([C@H](O)[C@@H](O)[C@H](O)[C@H](O1)CO)O[C@@H]1[C@H]([C@@H](O[C@@H]([C@@H]1O)CO)O[C@@H](C=O)[C@H](O)[C@@H](O)[C@@H](O)C)O